OC[C@H]1[C@@H](CN(CC1)C1=NC(=NC(=C1)C1=CC=C(C=C1)C(F)(F)F)C=1C=NC=CC1)O (3S,4S)-4-(hydroxymethyl)-1-(2-(pyridin-3-yl)-6-(4-(trifluoromethyl)phenyl)pyrimidin-4-yl)piperidin-3-ol